NC1=CC2=C(N(C(=N2)CC[C@H](C(=O)O)NC(=O)OC(C)(C)C)C)C=C1 (2R)-4-(5-amino-1-methyl-benzoimidazol-2-yl)-2-(tert-butoxycarbonylamino)butanoic acid